5-(4-(Hexyloxy)-1,2,5-thiadiazol-3-yl)-1-methyl-1-(((piperidine-1-carbonyl)oxy)methyl)-1,2,3,6-tetrahydropyridin-1-ium chloride [Cl-].C(CCCCC)OC=1C(=NSN1)C1=CCC[N+](C1)(COC(=O)N1CCCCC1)C